Cl.NCC=1C=NN(C1)CC1=CC2=C(C(=NO2)NS(=O)(=O)C2=C(C=C(C(=C2)Cl)C)OC)C(=C1)OC N-(6-((4-(aminomethyl)-1H-pyrazol-1-yl)methyl)-4-methoxybenzo[d]isoxazol-3-yl)-5-chloro-2-methoxy-4-methylbenzenesulfonamide hydrochloride